methyl α-cyano-p-methyl-p-methoxycinnamate C(#N)C(C(=O)OC)=CC1=CCC(C=C1)(OC)C